N-[[6-(1,4-oxazepan-3-yl)imidazo[1,2-a]pyridin-2-yl]methyl]-4-oxo-pyrido[1,2-a]pyrimidine-2-carboxamide O1CC(NCCC1)C=1C=CC=2N(C1)C=C(N2)CNC(=O)C=2N=C1N(C(C2)=O)C=CC=C1